(S)-N-(1-(1-(5-((dimethyl(oxo)-λ6-sulfaneylidene)amino)pyridin-2-yl)-1H-1,2,4-triazol-5-yl)ethyl)-4,5,6,7-tetrahydrobenzo[b]thiophene-2-carboxamide CS(=O)(C)=NC=1C=CC(=NC1)N1N=CN=C1[C@H](C)NC(=O)C1=CC2=C(S1)CCCC2